COC([C@@H](NC1CC(C1)CCC1=NC=2NCCCC2C=C1)CCO)=O 3-(2-(5,6,7,8-tetrahydro-1,8-naphthyridin-2-yl)ethyl)cyclobutyl-homoserine methyl ester